S(N)(=O)(=O)C1=NC=CC(=C1)NC(=O)C=1C=NC=C(C1)C(F)(F)F N-(2-sulfamoyl-4-pyridyl)-5-(trifluoro-methyl)pyridine-3-carboxamide